[Hg].[He] helium mercury